methyl 4-(((1R,5S)-3-azabicyclo[3.1.0]hexan-1-yl)ethynyl)-6-methylpicolinate [C@]12(CNC[C@H]2C1)C#CC1=CC(=NC(=C1)C)C(=O)OC